2-methoxy-4-((1-methylpyrrolidin-3-yl)oxy)-N-((5-(thiophen-2-yl)-1,3,4-oxadiazole-2-yl)methyl)benzamide COC1=C(C(=O)NCC=2OC(=NN2)C=2SC=CC2)C=CC(=C1)OC1CN(CC1)C